C(#N)C1=C(C(=NC2=CC=C(C=C12)F)C1CCOCC1)C 4-cyano-6-fluoro-3-methyl-2-(tetrahydro-2H-pyran-4-yl)quinolin